2,2'-[(1-methylethylidene)bis[[6-(2-oxiranylmethoxy)-3,1-phenylene]methylene]]bis-oxirane CC(C)(C=1C=C(C(=CC1)OCC1OC1)CC1OC1)C=1C=C(C(=CC1)OCC1OC1)CC1OC1